NC1=NC(=CC(=C1F)C(F)(F)F)N 2,6-diamino-3-fluoro-4-(trifluoromethyl)pyridine